Cl.C(C)C1=CC2=C(C(C=3NC4=CC(=CC=C4C3C2=O)C#N)(C)C)C=C1N1CCC(CC1)N1CCOCC1 9-ethyl-6,6-dimethyl-8-(4-morpholin-4-yl-piperidin-1-yl)-11-oxo-6,11-dihydro-5H-benzo[b]carbazole-3-carbonitrile monohydrochloride salt